ClC1=CC2=C(N=N1)NC(=C2)C2CN(C2)C(=O)OC(C)(C)C tert-butyl 3-[3-chloro-7H-pyrrolo[2,3-c]pyridazin-6-yl]azetidine-1-carboxylate